O1C(CC(C1)([2H])[2H])=O dihydrofuran-2(3H)-one-4,4-d2